FC(OC=1C=2N(C=CC1)N=C(C2)[C@H]2N(CCC1=C2N=CN1)C=1OC(=NN1)C(F)(F)F)F (S)-2-(4-(4-(difluoromethoxy)pyrazolo[1,5-a]pyridin-2-yl)-1,4,6,7-tetrahydro-5H-imidazo[4,5-c]pyridin-5-yl)-5-(trifluoromethyl)-1,3,4-oxadiazole